ClC1=NC=2N(C(=C1)NC1=CC=3C4=C(C(N(C3C=C1)C)=O)OCC([C@@H](N4)C4CC4)(F)F)N=CN2 (S)-10-((5-chloro-[1,2,4]triazolo[1,5-a]pyrimidin-7-yl)amino)-2-cyclopropyl-3,3-difluoro-7-methyl-1,2,3,4-tetrahydro-[1,4]oxazepino[2,3-c]quinolin-6(7H)-one